NCCC=1C=CC(=NC1)C1=C(C=C(C#N)C=C1)OC=1N(N=C(C1)C(F)(F)F)C 4-[5-(2-aminoethyl)pyridin-2-yl]-3-[2-methyl-5-(trifluoromethyl)pyrazol-3-yl]oxybenzonitrile